(R)-4-(4-bromo-2-(trifluoromethoxy)phenyl)-2-methyl-N-(1-methylpiperidin-3-yl)pyrazolo[1,5-d][1,2,4]triazin-7-amine formic acid salt C(=O)O.BrC1=CC(=C(C=C1)C=1C=2N(C(=NN1)N[C@H]1CN(CCC1)C)N=C(C2)C)OC(F)(F)F